C(C)OC(=C)C=1C=C(C=CC1)S(F)(F)(F)(F)F (3-(1-ethoxyvinyl)phenyl)pentafluoro-λ6-sulfane